6-[7-[(1,3-dimethylazetidin-3-yl)methoxy]imidazo[1,2-a]pyridin-3-yl]-8-methoxy-2-(2,2,2-trifluoroethyl)-3,4-dihydroisoquinolin-1-one CN1CC(C1)(C)COC1=CC=2N(C=C1)C(=CN2)C=2C=C1CCN(C(C1=C(C2)OC)=O)CC(F)(F)F